7-cyano-N-(3-fluoro-3-methylbutyl)-4-(isopropylamino)-5H-pyrido[3,2-b]indole-3-carboxamide C(#N)C=1C=CC=2C3=C(NC2C1)C(=C(C=N3)C(=O)NCCC(C)(C)F)NC(C)C